C(C)OC=1C=C(CCNS(=O)(=O)C=2C=CC3=C(C(=C(O3)C(=O)O)C)C2)C=CC1 5-(N-(3-ethoxyphenethyl)sulfamoyl)-3-methylbenzofuran-2-carboxylic acid